8-fluoro-6-((4-fluorophenyl)amino)-2-imino-2H-chromen FC=1C=C(C=C2C=CC(OC12)=N)NC1=CC=C(C=C1)F